(S)-3-(isoquinolin-4-yl)-2-oxo-1-(5-(trifluoromethyl)pyridin-2-yl)imidazoline-4-carbonitrile C1=NC=C(C2=CC=CC=C12)N1C(N(C[C@H]1C#N)C1=NC=C(C=C1)C(F)(F)F)=O